di-n-docosylamine C(CCCCCCCCCCCCCCCCCCCCC)NCCCCCCCCCCCCCCCCCCCCCC